3-ethyl-1,2-diaminobenzene C(C)C=1C(=C(C=CC1)N)N